[C@H]12CN(C[C@H](CC1)N2)C2=NC(=NC1=C(C(=C(C=C21)F)C2=C1C=NNC1=CC(=C2Cl)C)F)OC[C@]21CCCN1C[C@@H](C2)F 4-((1R,5S)-3,8-diazabicyclo[3.2.1]octan-3-yl)-7-(5-chloro-6-methyl-1H-indazol-4-yl)-6,8-difluoro-2-(((2R,7aS)-2-fluorotetrahydro-1H-pyrrolizin-7a(5H)-yl)methoxy)quinazoline